OC(C(=O)C(C1=C(C=C(C=C1)O)C)=O)(C)C1=CC=CC=C1 2-hydroxy-1-(4-hydroxy-2-methylbenzoyl)-2-phenyl-1-propanone